N1CC(C1)C(CO)NC([O-])=O N-[1-(azetidin-3-yl)-2-hydroxyethyl]carbamate